FC(C=1C=C(C=C(C1)C(F)(F)F)OB([O-])[O-])(F)F [3,5-bis(trifluoromethyl)phenyl]borate